6-chloro-2-(cyclopropylamino)-8-[4-(difluoromethoxy)phenyl]pteridine-7(8H)-one ClC1=NC=2C=NC(=NC2N(C1=O)C1=CC=C(C=C1)OC(F)F)NC1CC1